tert-Butyl (2-methyl-4-(6-(1-methyl-1H-pyrazol-3-yl)pyrrolo[2,1-f][1,2,4]triazin-4-yl)benzyl)carbamate CC1=C(CNC(OC(C)(C)C)=O)C=CC(=C1)C1=NC=NN2C1=CC(=C2)C2=NN(C=C2)C